methyl 6-aminohex-anoate NCCCCCC(=O)OC